FC1=CC=C(CC2=CC3=C(OC[C@@H](N3)C)N=C2C(=O)NCC2CCOCC2)C=C1 (S)-7-(4-fluorobenzyl)-2-methyl-N-((tetrahydro-2H-pyran-4-yl)methyl)-2,3-dihydro-1H-pyrido[2,3-b][1,4]oxazine-6-carboxamide